1-(tert-butoxycarbonyl)-4-hydroxy-piperidine-4-carboxylic acid C(C)(C)(C)OC(=O)N1CCC(CC1)(C(=O)O)O